2-[(3R)-3-methyl-[1,4'-bipiperidine]-1'-yl]-N-[(4-methylpyridin-2-yl)methyl]-1,3-thiazole-5-carboxamide C[C@H]1CN(CCC1)C1CCN(CC1)C=1SC(=CN1)C(=O)NCC1=NC=CC(=C1)C